ClC=1C=C(C=CC1)C1=NC(=C(C(=O)OC)C=C1)CC methyl 6-(3-chloro-phenyl)-2-ethyl-nicotinate